FC1=C(C=CC(=C1)C=1C=NNC1)C1CCNCC1 4-(2-fluoro-4-(1H-pyrazol-4-yl)phenyl)piperidine